2-(trifluoromethyl)-1,3-oxazolidine-3-carbonitrile FC(C1OCCN1C#N)(F)F